Tert-butyl (3R,5S)-4-(2-((4-bromopyridin-2-yl) oxy) ethyl)-3,5-dimethylpiperazine-1-carboxylate BrC1=CC(=NC=C1)OCCN1[C@@H](CN(C[C@@H]1C)C(=O)OC(C)(C)C)C